CNC=1N=CC(=C2C=C(N=CC12)NC(=O)C1CC1)\C=C\C1=CC=C(C=C1)S(=O)(=O)C (E)-N-(8-(methylamino)-5-(4-(methylsulfonyl)styryl)-2,7-naphthyridin-3-yl)cyclopropanecarboxamide